C(C)SC1=NN=C(S1)NC(C(C)SC=1NC(C2=C(N1)N(N=C2)C2CCOCC2)=O)=O N-(5-(ethylthio)-1,3,4-thiadiazol-2-yl)-2-((4-oxo-1-(tetrahydro-2H-pyran-4-yl)-4,5-dihydro-1H-pyrazolo[3,4-d]pyrimidin-6-yl)thio)propanamide